FC([C@@H]1C[C@@H](CC1)NC(=O)NCC1=CC(=NC=C1)OCC(F)(F)F)(F)F |r| 1-[rac-(1R,3S)-3-(trifluoromethyl)cyclopentyl]-3-[[2-(2,2,2-trifluoroethoxy)pyridin-4-yl]methyl]urea